2-(methyl-d3)-8-(5-(methyl-d3)-4-phenylpyridin-2-yl)benzofuro[2,3-b]pyridine C(C1=CC=C2C(=N1)OC1=C2C=CC=C1C1=NC=C(C(=C1)C1=CC=CC=C1)C([2H])([2H])[2H])([2H])([2H])[2H]